FC=1C(=CC(=C(C(=O)NC2=C(C=CC=C2C)F)C1)O[C@H](C(F)(F)F)C)N1N=C2COCCN2C1=O 5-fluoro-N-(2-fluoro-6-methylphenyl)-4-(3-oxo-5,6-dihydro-3H-[1,2,4]triazolo[3,4-c][1,4]oxazin-2(8H)-yl)-2-{[(2S)-1,1,1-trifluoropropan-2-yl]oxy}benzamide